COCOC1=C(C=CC=C1)C=1C=C2CCCC(C2=CC1)NC(O[C@@H]1CN2CCC1CC2)=O (S)-quinuclidin-3-yl (6-(2-(methoxymethoxy)phenyl)-1,2,3,4-tetrahydronaphthalen-1-yl)carbamate